C12CCCC2C[W]C1 7-tungsta-bicyclo[3.3.0]octane